2,2'-(2',4'-bis(10-methylphenazin-5(10H)-yl)-[1,1':3',1''-terphenyl]-4,4''-diyl)bis(benzo[d]oxazole) CN1C2=CC=CC=C2N(C=2C=CC=CC12)C1=C(C=CC(=C1C1=CC=C(C=C1)C=1OC2=C(N1)C=CC=C2)N2C=1C=CC=CC1N(C1=CC=CC=C21)C)C2=CC=C(C=C2)C=2OC1=C(N2)C=CC=C1